C1(CCCCC1)N(C(CCN1C(=NC2=C1C=C(C=C2)C[C@@H]2COCC2)[C@@H]2CC[C@H](CC2)CC)=O)CC N-cyclohexyl-N-ethyl-3-{2-(trans-4-ethylcyclohexyl)-6-[(3S)-tetrahydrofuran-3-ylmethyl]-1H-benzimidazol-1-yl}propanamide